ethyl-tridecane (2S,3R)-3-(3,4-dibenzyloxyphenyl)-2-dibenzylamino-3-hydroxypropionate C(C1=CC=CC=C1)OC=1C=C(C=CC1OCC1=CC=CC=C1)[C@H]([C@@H](C(=O)O)N(CC1=CC=CC=C1)CC1=CC=CC=C1)O.C(C)CCCCCCCCCCCCC